C(C)(C)C1CCC(CC1)N1CCC(CC1)N1C(\C(\C2=CC=CC=C12)=C/C(CCC(=O)N)=O)=O 5-((Z)-1-(1-((1s,4s)-4-isopropylcyclohexyl)piperidin-4-yl)-2-oxoindolin-3-ylidene)-4-oxopentanamide